tert-butyl (4-chloropyrimidin-5-yl)carbamate ClC1=NC=NC=C1NC(OC(C)(C)C)=O